2-chloro-N-{2-[4-(difluoromethyl)-1,3-thiazol-5-yl]-2-{4-[(4-fluoropyridin-2-yl)oxy]piperidin-1-yl}ethyl}-6-fluorobenzamide ClC1=C(C(=O)NCC(N2CCC(CC2)OC2=NC=CC(=C2)F)C2=C(N=CS2)C(F)F)C(=CC=C1)F